C(C)(C)(C)C1=CC=C(CN(C2=NC(=C(N=C2)C2=CC=CC=C2)C2=CC=CC=C2)C)C=C1 N-(4-(tert-butyl)benzyl)-N-methyl-5,6-diphenylpyrazin-2-amine